Cl.N1=CN=C2NC=NC2=C1N1CCSC(=C1)C(=O)NC[C@H]1CNCC1 (R)-4-(9H-purin-6-yl)-N-(pyrrolidin-3-ylmethyl)-3,4-dihydro-2H-1,4-thiazine-6-carboxamide hydrochloride